((2S,3S,4R,5R)-5-(4-amino-7H-pyrrolo[2,3-d]pyrimidin-7-yl)-2-fluoro-3,4-dihydroxytetrahydrofuran-2-yl)methyl L-valinate N[C@@H](C(C)C)C(=O)OC[C@]1(O[C@H]([C@@H]([C@@H]1O)O)N1C=CC2=C1N=CN=C2N)F